(2Z)-6-hydroxy-2-(quinolin-4-ylmethylene)-1-benzofuran-3(2H)-one OC1=CC2=C(C(/C(/O2)=C/C2=CC=NC3=CC=CC=C23)=O)C=C1